(5-(5-chloro-2-methoxypyridin-4-yl)-1H-pyrazole-3-carbonyl)-N-((3-methoxycyclobutyl)methyl)piperidine-4-carboxamide ClC=1C(=CC(=NC1)OC)C1=CC(=NN1)C(=O)N1CCC(CC1)C(=O)NCC1CC(C1)OC